[Ag]Br.[Zn] zinc-silver bromide